C1(CCC(N1C1(CCC(CC1)C=N)C(=O)C(C(=O)O)CCCCN)=O)=O succinimido-4-(iminomethyl)cyclohexane-1-carbonyl-(6-aminocaproic acid)